1-(3-(7-(1-cyclopropyl-1H-pyrazol-4-yl)-3-(6-(trifluoromethyl)pyridin-3-yl)-1H-pyrazolo[4,3-b]pyridin-1-yl)azetidin-1-yl)-2-fluoroprop-2-en-1-one C1(CC1)N1N=CC(=C1)C1=C2C(=NC=C1)C(=NN2C2CN(C2)C(C(=C)F)=O)C=2C=NC(=CC2)C(F)(F)F